C12CN(CC(CC1)N2)C=2C1=C(N=C(N2)N(C)C)C(=C(N=C1)C1=CC(=CC2=CC=CC=C12)O)F 4-[4-(3,8-diazabicyclo[3.2.1]octan-3-yl)-2-(dimethylamino)-8-fluoro-pyrido[4,3-d]pyrimidin-7-yl]naphthalen-2-ol